(3-{[2-(2-methoxyphenyl)pyrimidin-4-yl]methoxy}phenyl)methanol tert-butyl-2-oxo-4-(3-(trifluoromethyl)phenylamino)-5,6-dihydropyridine-1(2H)-carboxylate C(C)(C)(C)C=1C(N(CCC1NC1=CC(=CC=C1)C(F)(F)F)C(=O)OCC1=CC(=CC=C1)OCC1=NC(=NC=C1)C1=C(C=CC=C1)OC)=O